CN(C(=O)N(C1=CC=CC=C1)C1=CC=CC=C1)C N,N-dimethyl-diphenyl-urea